(R)-2-bromo-6-(1-(2,2-difluoro-1-(4-fluorophenyl)propyl)-1H-pyrazol-4-yl)pyridine BrC1=NC(=CC=C1)C=1C=NN(C1)[C@@H](C(C)(F)F)C1=CC=C(C=C1)F